[Ta].[Ti] Titanium-Tantalum